5-methylisoxazole-4-sulfonamide CC1=C(C=NO1)S(=O)(=O)N